CN(C(O)=O)C=1COC2=CC(=C(C=C2C1)Cl)F.NC1=NC2=CC=C(C=C2C(=N1)N)C=1N=NN(C1)C1=CC=C(C=C1)F 2,4-diamino-6-(1-(4-fluorophenyl)-1H-1,2,3-triazol-4-yl)quinazoline Methyl-(6-chloro-7-fluoro-2H-chromen-3-yl)carbamate